C1(CC1)N1N=C(C2=C1C=NN(C2=O)CC(=O)N[C@@H](C)C2=CC(=CC=C2)F)C (S)-2-(1-Cyclopropyl-3-methyl-4-oxo-1,4-dihydro-5H-pyrazolo[3,4-d]pyridazin-5-yl)-N-(1-(3-fluorophenyl)ethyl)acetamid